tert-butyl 3-methyl-6-(1-oxo-1,2,3,4-tetrahydropyrazino[1,2-b]indazol-9-yl)-3,4-dihydropyridine-1(2H)-carboxylate CC1CN(C(=CC1)C1=CC2=C3N(N=C2C=C1)CCNC3=O)C(=O)OC(C)(C)C